Cl.COC1=C2CC[C@H](CC2=CC=C1)NCCC |r| racemic-5-methoxy-N-propyl-1,2,3,4-tetrahydronaphthalen-2-amine hydrochloride